FC1=C(C=CC=C1)C#CC1=CC=C(C(=O)NCC2(CCOCC2)C)C=C1 4-((2-fluorophenyl)ethynyl)-N-((4-methyltetrahydro-2H-pyran-4-yl)methyl)benzamide